(±)-4-(4-(1-(6-chloro-1H-benzo[d]imidazol-2-yl)-3-propyl)cyclohexyl)-6-(trifluoromethyl)quinoline ClC=1C=CC2=C(NC(=N2)CCCC2CCC(CC2)C2=CC=NC3=CC=C(C=C23)C(F)(F)F)C1